1-(3-(3,6-difluoro-9H-carbazol-9-yl)-2-hydroxy-2-methylpropyl)-3-phenylpyrrolidin-2-one FC=1C=CC=2N(C3=CC=C(C=C3C2C1)F)CC(CN1C(C(CC1)C1=CC=CC=C1)=O)(C)O